C1(=CC=CC=C1)S(=P(O)(O)O)(C1=CC=CC=C1)C1=CC=CC=C1.P(=S)(OC1=CC=CC=C1)(OC1=CC=CC=C1)OC1=CC=CC=C1 triphenyl thiophosphate (triphenylthiophosphate)